1-isopropyl-3-(4-methoxyphenyl)-N-(4-((5-methylpyrazolo[1,5-a]pyrimidine-7-yl)oxy)phenyl)-2,4-dioxo-1,2,3,4-tetrahydropyrimidine-5-carboxamide C(C)(C)N1C(N(C(C(=C1)C(=O)NC1=CC=C(C=C1)OC1=CC(=NC=2N1N=CC2)C)=O)C2=CC=C(C=C2)OC)=O